5-(1'-methanesulfonyl-2-oxospiro[indolin-3,4'-piperidin]-6-yl)benzamide CS(=O)(=O)N1CCC2(CC1)C(NC1=CC(=CC=C12)C=1C=CC=C(C(=O)N)C1)=O